methyl 4-amino-2-oxo-1-(pyrimidin-2-yl)-7-(trifluoromethyl)-1,2-dihydroquinoline-3-carboxylate NC1=C(C(N(C2=CC(=CC=C12)C(F)(F)F)C1=NC=CC=N1)=O)C(=O)OC